2-(3-(2,6-dichloropyridin-4-yl)-3-(4-methyl-4H-1,2,4-triazol-3-yl)cyclobutylidene)acetonitrile ClC1=NC(=CC(=C1)C1(CC(C1)=CC#N)C1=NN=CN1C)Cl